C1(=CC=CC2=CC=CC=C12)CC1=NN(C2=NC=NC(=C21)N)CCC2CCNCC2 3-(naphthalen-1-ylmethyl)-1-(2-(piperidin-4-yl)ethyl)-1H-pyrazolo[3,4-d]pyrimidin-4-amine